6-amino-2'-fluoro-N-{(3S,4R)-4-[(4-{1-[1-(2-hydroxyethyl)piperidin-4-yl]-3,3-dimethyl-2,3-dihydro-1H-indol-5-yl}phenyl)methoxy]oxolan-3-yl}[3,3'-bipyridine]-5-carboxamide NC1=C(C=C(C=N1)C=1C(=NC=CC1)F)C(=O)N[C@H]1COC[C@@H]1OCC1=CC=C(C=C1)C=1C=C2C(CN(C2=CC1)C1CCN(CC1)CCO)(C)C